C(C)(C)OC1=CC=C(CO)C=C1 4-(isopropoxy)benzyl alcohol